C(C1=CC=CC=C1)NC=1C=C(C=NC1)C1=C2C=CC(NC2=CC=C1)=O 5-(5-(Benzylamino)pyridin-3-yl)quinolin-2(1H)-one